CC=1C=C(C=CC1)NCCO N-(m-methylphenyl)ethanolamine